Methyl (1s,4s)-4-((5-nitro-2-((tetrahydro-2H-pyran-4-yl)amino)pyrimidin-4-yl)amino)cyclohexane-1-carboxylate [N+](=O)([O-])C=1C(=NC(=NC1)NC1CCOCC1)NC1CCC(CC1)C(=O)OC